C1(CCC2=CC=CC=C12)N 1-indanamine